N1N=NN=C1C1=CC=C(C=N1)N 6-(1H-tetrazol-5-yl)pyridin-3-amine